4-(4-methyl-piperazin-1-yl)-2-(tetrahydro-pyran-4-ylamino)-benzamide CN1CCN(CC1)C1=CC(=C(C(=O)N)C=C1)NC1CCOCC1